[4-(4-hydroxypiperidine-4-carbonyl)piperazin-1-yl]-[2-methyl-4-[[3-[3-(trifluoromethyl)-1H-pyrazol-4-yl]imidazo[1,2-a]pyrazin-8-yl]amino]phenyl]methanone OC1(CCNCC1)C(=O)N1CCN(CC1)C(=O)C1=C(C=C(C=C1)NC=1C=2N(C=CN1)C(=CN2)C=2C(=NNC2)C(F)(F)F)C